Cl.NCC=1SC2=C(N1)C=C(C(=C2)OC)OCCOC(C)N(C)C (2-((2-(aminomethyl)-6-methoxybenzo[d]thiazol-5-yl)oxy)ethoxy)-N,N-dimethylethan-1-amine hydrochloride